sodium hexasulfide [S-]SSSS[S-].[Na+].[Na+]